5-((1-propenoylpiperidin-4-yl)methoxy)-2-(isoindolin-2-ylmethyl)-4H-pyran-4-one C(C=C)(=O)N1CCC(CC1)COC=1C(C=C(OC1)CN1CC2=CC=CC=C2C1)=O